4-((5,5-Dimethyl-2,4-dioxo-3-phenylimidazol-1-yl)methyl)-3-fluorobenzoyl-hydrazine CC1(C(N(C(N1CC1=C(C=C(C(=O)NN)C=C1)F)=O)C1=CC=CC=C1)=O)C